C(C1=CC=CC=C1)OC=1C(C(=CN2C1C(N1[C@H]([C@H](CC([C@H]2C1)=O)C=O)C)=O)C(=O)NCC1=C(C=C(C=C1)F)F)=O (3S,4S,7R)-12-(benzyloxy)-N-(2,4-difluorobenzyl)-4-formyl-3-methyl-1,6,11-trioxo-1,4,5,6,7,11-hexahydro-3H-2,7-methanopyrido[1,2-a][1,4]diazonine-10-carboxamide